ClC1=CC(=C(C=C1)C1=NC(=CC2=C1N=C(N(C2=O)C)C)N2C[C@@H](OCC2)C=2C=NN(C2)C2COC2)F 8-(4-chloro-2-fluoro-phenyl)-2,3-dimethyl-6-[(2S)-2-[1-(oxetan-3-yl)pyrazol-4-yl]morpholin-4-yl]pyrido[3,4-d]pyrimidin-4-one